C[Si](OCCCCCCN(CCO)CCO)(OC1OCCCCCCCCCCCC\C=C/CCCCCCCCCCC1)C (Z)-2,2'-((6-((dimethyl((oxacycloheptacos-14-en-2-yl)oxy)silyl)oxy)hexyl)azanediyl)bis(ethan-1-ol)